methyl (S)-3-(3,5-di-tert-butylphenyl)-4-(8,8-difluoro-6-((5,6,7,8-tetrahydro-1,8-naphthyridin-2-yl)methyl)-2,6-diazaspiro[3.4]octan-2-yl)butanoate C(C)(C)(C)C=1C=C(C=C(C1)C(C)(C)C)[C@H](CC(=O)OC)CN1CC2(C1)CN(CC2(F)F)CC2=NC=1NCCCC1C=C2